N1=CC=C(C=C1)\C=C/C(=O)OC1=C(C=C(C=C1)Cl)C1SCCCS1 (Z)-4-chloro-2-(1,3-dithian-2-yl)phenyl 3-(pyridin-4-yl)acrylate